6,8-dichloro-quinazolin-4(3H)-one ClC=1C=C2C(NC=NC2=C(C1)Cl)=O